benzyl (4-chloro-3-formyl-1-methylcyclohex-3-en-1-yl)carbamate ClC1=C(CC(CC1)(C)NC(OCC1=CC=CC=C1)=O)C=O